FC(C(=O)O)(F)F.FC(CNC=1C2=C(NC(C1C=1NC=3C(=CC4=C(CCN(CC4)C4COC4)C3)N1)=O)C=CS2)F 7-((2,2-difluoroethyl)amino)-6-(7-(oxetan-3-yl)-1,5,6,7,8,9-hexahydroimidazo[4',5':4,5]benzo[1,2-d]azepin-2-yl)thieno[3,2-b]pyridin-5(4H)-one trifluoroacetate